2-(4-(4-chloro-1-hydroxybutyl)phenyl)-2-methylpropanoic acid ethyl ester C(C)OC(C(C)(C)C1=CC=C(C=C1)C(CCCCl)O)=O